phosphorite sodium salt [Na+].P([O-])([O-])[O-].[Na+].[Na+]